methyl nonanoate chloride [Cl-].C(CCCCCCCC)(=O)OC